(7S)-3-[(3-chloro-2-methoxyphenyl)amino]-7-[(2R)-1,4-dioxan-2-ylmethyl]-2-(pyrimidin-4-yl)-1H,5H,6H,7H-pyrrolo[3,2-c]pyridin-4-one ClC=1C(=C(C=CC1)NC1=C(NC2=C1C(NC[C@@H]2C[C@H]2OCCOC2)=O)C2=NC=NC=C2)OC